N-(1-cyclopropylpiperidin-4-yl)-6,7-dimethoxy-1,2,3,4-tetrahydroacridin-9-amine C1(CC1)N1CCC(CC1)NC=1C2=CC(=C(C=C2N=C2CCCCC12)OC)OC